COC1=CC=C(C=C1)C(C)(C)C=1N=C(SC1)NC(NCC=1C=CC(=NC1)C(=O)NC1CCN(CC1)C)=O 5-((3-(4-(2-(4-methoxyphenyl)propan-2-yl)thiazol-2-yl)ureido)methyl)-N-(1-methylpiperidin-4-yl)picolinamide